2,4-diamino-5-(2-hydroxyethoxy)toluene NC1=C(C)C=C(C(=C1)N)OCCO